C(=O)OC1=C(C=CC(=C1)CC)C1=C2C(=C(N=N1)N[C@H]1CN(CCC1)C)C=NC=C2 5-ethyl-2-(4-{[(3R)-1-methylpiperidin-3-yl]amino}pyrido[3,4-d]pyridazin-1-yl)phenol formate